ClC=1C=CC(=C(C1)N1CON(CO1)C(C(=O)NC1=CC=2N(C=C1)N=CC2)CC2=CC=CC=C2)N2N=NN=C2 2-(4-(5-chloro-2-(1H-tetrazol-1-yl)phenyl)-2,5-dioxapiperazin-1-yl)-3-phenyl-N-(pyrazolo[1,5-a]pyridin-5-yl)propanamide